C(C1=CC=CC=C1)SC1=CC=C(C=N1)NC([C@H](CC1=CC=CC=C1)NC(C1=CC=C(C=C1)F)=O)=O (S)-N-(1-(6-(benzylsulfanyl)pyridin-3-ylamino)-1-oxo-3-phenylpropan-2-yl)-4-fluorobenzamide